strontium neodymium scandium [Sc].[Nd].[Sr]